(R)-methyl-5,6,7,8-tetrahydropyrido[2,3-c]pyridazine CC1=CC2=C(N=N1)NCCC2